7-(1H-Pyrazol-1-yl)quinoline-5-carbonitrile N1(N=CC=C1)C=1C=C(C=2C=CC=NC2C1)C#N